ClC1=C(C=C(C=C1)N1N=C(N=C1CNC(=O)NCC1=NC2(CC2)C(N1CC1=CC=C(C=C1)F)=O)C)F 1-{[1-(4-chloro-3-fluorophenyl)-3-methyl-1H-1,2,4-triazol-5-yl]methyl}-3-({6-[(4-fluorophenyl)methyl]-7-oxo-4,6-diazaspiro[2.4]hept-4-en-5-yl}methyl)urea